TETRAHYDROTHIOPYRAN-4-CARBOXYLIC ACID S1CCC(CC1)C(=O)O